C(C1=CC=CC=C1)C=1NC(=NN1)C(=O)N[C@H]1CCC=2C(NC1=O)=CN(N2)C (S)-5-benzyl-N-(2-methyl-5-oxo-2,4,5,6,7,8-hexahydropyrazolo[4,3-b]azepin-6-yl)-4H-1,2,4-triazole-3-carboxamide